(1S,2S,3R,5S)-(+)-pinane-2,3-diol hydrochloride Cl.[C@@H]12[C@]([C@@H](C[C@@H](C1(C)C)C2)O)(C)O